terbium-calcium [Ca].[Tb]